C(C)OC(=O)C1=C(N(C2=CC=C(C=C12)OC[C@@H](CNC(CO)(CO)CO)O)C1=C(C=CC=C1)C)C (R)-5-[2-hydroxy-3-(trimethylolmethylamino)-propoxy]-2-methyl-1-(methylphenyl)indole-3-carboxylic acid ethyl ester